(benzyloxy)-2-(2-methoxyprop-2-yl)pyrimidine C(C1=CC=CC=C1)OC1=NC(=NC=C1)C(C)(C)OC